(5S)-9,9-dimethyl-2-[3-methyl-5-(trifluoromethyl)benzene-1-carbonyl]-8-oxo-2-azaspiro[4.5]dec-6-ene-7-carbonitrile CC1(C(C(=C[C@@]2(CCN(C2)C(=O)C2=CC(=CC(=C2)C(F)(F)F)C)C1)C#N)=O)C